N-(2-Chlorophenyl)-2-(((2-(trifluoromethyl)pyridin-4-yl)thio)methyl)-1H-benzo[d]imidazol-5-amine ClC1=C(C=CC=C1)NC1=CC2=C(NC(=N2)CSC2=CC(=NC=C2)C(F)(F)F)C=C1